bis[3-(4-aminophenoxy)phenyl] ketone NC1=CC=C(OC=2C=C(C=CC2)C(=O)C2=CC(=CC=C2)OC2=CC=C(C=C2)N)C=C1